C(C)(C)(C)OC(=O)N1CC2(CCO2)C[C@H]1C(=O)OCC1=CC=CC=C1 (7S)-1-oxa-6-azaspiro[3.4]octane-6,7-dicarboxylic acid 7-benzyl ester 6-(t-butyl) ester